[3-[2-chloro-4-fluoro-5-(1-methyl-6-trifluoromethyl-2,4-dioxo-1,2,3,4-tetrahydropyrimidin-3-yl)phenoxy]-2-pyridyloxy]Acetic acid ClC1=C(OC=2C(=NC=CC2)OCC(=O)O)C=C(C(=C1)F)N1C(N(C(=CC1=O)C(F)(F)F)C)=O